didodecyl-dimethyl-amide C(CCCCCCCCCCC)C([N-]C)CCCCCCCCCCCC